C(C)C(CP1(C=CC=C1)=O)CCCC 1-(2-ethylhexyl)-1-oxophosphole